ClC1=C(C(=NC2=CC(=CC=C12)OC)C)C1=CC=C(C=C1)C1=C(C=C(C=C1)C(F)(F)F)OC 4-Chloro-7-methoxy-3-(2'-methoxy-4'-(trifluoromethyl)-[1,1'-biphenyl]-4-yl)-2-methylquinoline